CN(C1=CC=C(C=N1)NCC1=CC(=C(C(=C1)O)N1CC(NS1(=O)=O)=O)F)C 5-(4-(((6-(dimethylamino)pyridin-3-yl)amino)methyl)-2-fluoro-6-hydroxyphenyl)-1,2,5-thiadiazolidin-3-one 1,1-dioxide